tri-tert-butyl (18S,22S)-2,2-dimethyl-4,15,20-trioxo-3,8,11-trioxa-5,14,19,21-tetraazatetracosane-18,22,24-tricarboxylate CC(C)(OC(NCCOCCOCCNC(CC[C@H](NC(N[C@@H](CCC(=O)OC(C)(C)C)C(=O)OC(C)(C)C)=O)C(=O)OC(C)(C)C)=O)=O)C